D-cysteine ethyl ester C(C)OC([C@H](N)CS)=O